C(CCCCC)C=1C=CC(=C(C1)O)O 5-hexylhydroxyphenol